N-{6-[(3-cyclopropyl-1H-pyrazol-5-yl)amino]-5-methoxy-1,2-benzoxazol-3-yl}-2,6-dimethoxy-4-{1-[(3R)-oxolan-3-yl]piperidin-3-yl}benzene-1-sulfonamide C1(CC1)C1=NNC(=C1)NC1=CC2=C(C(=NO2)NS(=O)(=O)C2=C(C=C(C=C2OC)C2CN(CCC2)[C@H]2COCC2)OC)C=C1OC